C(CCCC=C)(=O)N/C(/SC)=N/C(OCC1=CC=CC=C1)=O (Z)-benzyl hex-5-enamido(methylthio)methylenecarbamate